2-methoxy-N-(2-methyl-1-(pyridin-2-yloxy)propan-2-yl)-6,7-dihydro-5H-cyclopenta[b]pyridine-3-carboxamide COC1=C(C=C2C(=N1)CCC2)C(=O)NC(COC2=NC=CC=C2)(C)C